7-[(2S)-1,4-dioxan-2-ylmethyl]-3-[(3-fluoro-2-methoxyphenyl)amino]-2-[2-(methylsulfanyl)pyrimidin-4-yl]-1H,5H,6H,7H-pyrrolo[3,2-c]pyridin-4-one O1[C@H](COCC1)CC1C2=C(C(NC1)=O)C(=C(N2)C2=NC(=NC=C2)SC)NC2=C(C(=CC=C2)F)OC